C1(CC1)C1=C(C=C(C(=C1)[N+](=O)[O-])OC)F 1-cyclopropyl-2-fluoro-4-methoxy-5-Nitrobenzene